6-(((5,7-dimethylbenzo[d]oxazol-2-yl)methyl)thio)-1-phenyl-1,5-dihydro-4H-pyrazolo[3,4-d]pyrimidin-4-one CC=1C=C(C2=C(N=C(O2)CSC=2NC(C3=C(N2)N(N=C3)C3=CC=CC=C3)=O)C1)C